NC[C@@H](CC(=O)O)CCC (R)-3-aminomethylcaproic acid